(2-(difluoromethyl)-3-((2-fluorophenyl)sulfonyl)phenyl)piperazine methyl-(R)-3-(6-bromo-4-fluoro-1-isopropyl-1H-benzo[d]imidazol-2-yl)pyrrolidine-1-carboxylate COC(=O)N1C[C@@H](CC1)C1=NC2=C(N1C(C)C)C=C(C=C2F)Br.FC(C2=C(C=CC=C2S(=O)(=O)C2=C(C=CC=C2)F)N2CCNCC2)F